(S)-5-(4-chloro-2-fluorophenyl)-2,3-dimethyl-7-(2-(6-(2,2,2-trifluoroethoxy)pyridin-3-yl)morpholino)pyrido[4,3-d]pyrimidin-4(3H)-one ClC1=CC(=C(C=C1)C1=NC(=CC=2N=C(N(C(C21)=O)C)C)N2C[C@@H](OCC2)C=2C=NC(=CC2)OCC(F)(F)F)F